4(s)-ethyl-2-(2-hydroxy-5-methylphenyl)imidazole C(C)C=1N=C(NC1)C1=C(C=CC(=C1)C)O